CCCCCCCCCCCCCCCC/C=C\\CC/C=C\\CCCC(=O)O The molecule is a polyunsaturated fatty acid that is hexacosanoic acid carrying double bonds at positions 5 and 9 respectively (the 5Z,9Z-isomer). It is a polyunsaturated fatty acid, a straight-chain fatty acid, a very long-chain fatty acid and an olefinic fatty acid.